C(CCCCCCCCCCCC#C)C(=C)S(=O)(=O)N (tetradec-13-yn-1-yl)ethenesulfonamide